CN1N=C(C=C1)N\C(\C)=C\1/C(NC2=CC=C(C=C12)C=1C=NC=CC1C)=O (Z)-3-(1-((1-Methyl-1H-pyrazol-3-yl)amino)ethylidene)-5-(4-methylpyridin-3-yl)indolin-2-one